C(=O)O.C(#N)C=1C(=NC=C(C1C1=CC(=C(C=C1)C#N)F)C1=CC(=C(C=C1)OCC(C)(C)O)O)N1CCC(CC1)NCC=1C=NC(=NC1)/C=C/C(=O)NO (E)-3-(5-(((1-(3-Cyano-4-(4-cyano-3-fluorophenyl)-5-(3-hydroxy-4-(2-hydroxy-2-methylpropoxy)phenyl)pyridin-2-yl)piperidin-4-yl)amino)methyl)pyrimidin-2-yl)-N-hydroxyacrylamide formate